7-[5-(4-ethyl-1-piperazinyl)pentoxy]-3-acetylcoumarin oxime C(C)N1CCN(CC1)CCCCCOC1=CC=C2C=C(C(OC2=C1)=NO)C(C)=O